1-[4-fluoro-3-(3-methyltriazol-4-yl)phenyl]-6-oxo-pyridazine-3-carboxamide FC1=C(C=C(C=C1)N1N=C(C=CC1=O)C(=O)N)C=1N(N=NC1)C